2-(2-methyl-1H-indole-3-yl)acetamide CC=1NC2=CC=CC=C2C1CC(=O)N